C1=CN(C=C2N1CC1=C(OC=C2)C=C(C=C1)C(=O)[O-])C(=O)[O-] 3H,12H-benzo[b]pyrazino[1,2-e][1,5]oxazocine-3,9-dicarboxylate